C1[C@H](O)[C@@H](O)[C@H](O)[C@H](O1)CO L-1,5-anhydroglucitol